N1(CCC12CCC2)CC=2C=CC1=C(N=C(O1)C=1C(=C(C=CC1)C1=C(C(=CC=C1)C=1OC3=C(N1)C=C(C(=C3)OC(F)F)CN3[C@@H](CCC3)C(=O)O)C)C)C2 ((2-(3'-(5-((1-azaspiro[3.3]heptan-1-yl)methyl)benzo[d]oxazol-2-yl)-2,2'-dimethyl-[1,1'-biphenyl]-3-yl)-6-(difluoromethoxy)benzo[d]oxazol-5-yl)methyl)-L-proline